4-(2-methyl-3-(3-phenyl-1,2,4-oxadiazol-5-yl)cyclopropyl)benzenesulfonamide CC1C(C1C1=NC(=NO1)C1=CC=CC=C1)C1=CC=C(C=C1)S(=O)(=O)N